methyl 4-(cyclohexen-1-yl)-6-methylpyridine-3-carboxylate C1(=CCCCC1)C1=C(C=NC(=C1)C)C(=O)OC